6,7-difluoro-4-[3-(3-fluorophenoxy)-7,8-dihydro-5H-1,6-naphthyridin-6-yl]quinazoline FC=1C=C2C(=NC=NC2=CC1F)N1CC=2C=C(C=NC2CC1)OC1=CC(=CC=C1)F